C(C)C1=CC(N=C(N1)NCCC(=O)O)=O 3-[(6-ethyl-4-oxo-1,4-dihydropyrimidin-2-yl)amino]propanoic acid